[F-].[F-].[F-].NC=1C=CC=C(C1)N 3,5-diaminobenzene trifluoride